3-(8-methoxy-4,4-dimethyl-1-oxo-2,3-dihydroisoquinolin-6-yl)-2-methyl-6-[1-(2,2,2-trifluoroethyl)pyrazol-4-yl]indazole-4-carbonitrile COC=1C=C(C=C2C(CNC(C12)=O)(C)C)C=1N(N=C2C=C(C=C(C12)C#N)C=1C=NN(C1)CC(F)(F)F)C